5-(2-furoyl)amino-3-(1-(3-pentyl)-1,2,3,6-tetrahydropyridin-4-yl)-1H-indole O1C(=CC=C1)C(=O)NC=1C=C2C(=CNC2=CC1)C=1CCN(CC1)C(CC)CC